3-((3-(2-aminoethoxy)phenoxy)methyl)pentan-3-ol NCCOC=1C=C(OCC(CC)(CC)O)C=CC1